[Br-].C1(=CC=CC=C1)C(C1=CC=CC=C1)(C1=CC=CC=C1)C1=CC=CC=C1 tetraphenyl-methane bromide